FC(S(=O)(=O)OC1=C(C(=C(C=C1)Cl)C)C)(F)F 4-chloro-2,3-dimethylphenyl trifluoromethanesulfonate